5-tert-butyl-pyrazol C(C)(C)(C)C1=CC=NN1